2-methyl-5-(1-methyl-1H-pyrazol-4-yl)benzene-1-sulfonyl chloride CC1=C(C=C(C=C1)C=1C=NN(C1)C)S(=O)(=O)Cl